The molecule is an ethoxybenzoic acid carrying an ethoxy substituent at position 3. It derives from a benzoic acid. It is a conjugate acid of a 3-ethoxybenzoate. CCOC1=CC=CC(=C1)C(=O)O